O1C2=C(OCC1)C(=CC=C2)C(=O)N2CC(N(C(C2)=O)C2CC1(C2)CCN(CC1)C(=O)OC(C)(C)C)C1=C(C=CC=C1)C(C)C tert-butyl 2-(4-(2,3-dihydrobenzo[b][1,4]dioxine-5-carbonyl)-2-(2-isopropylphenyl)-6-oxopiperazin-1-yl)-7-azaspiro[3.5]nonane-7-carboxylate